1-(2,4-difluorophenyl)piperidin-4-ol FC1=C(C=CC(=C1)F)N1CCC(CC1)O